N-(2-(2,6-dioxopiperidin-3-yl)-1-oxoisoindolin-5-yl)-7-methoxy-1,5-naphthyridine-3-carboxamide O=C1NC(CCC1N1C(C2=CC=C(C=C2C1)NC(=O)C=1C=NC2=CC(=CN=C2C1)OC)=O)=O